C(C=C)(=O)N1[C@@H](C[C@H](CC1)N1C=NC=2C(=NC=3C(=C(C(=CC3C21)Cl)C2=C(C(=CC=C2)Cl)Cl)F)N2CC(C2)N(C)C)CC#N 2-((2S,4S)-1-acryloyl-4-(8-chloro-7-(2,3-dichlorophenyl)-4-(3-(dimethylamino)azetidin-1-yl)-6-fluoro-1H-imidazo[4,5-c]quinolin-1-yl)piperidin-2-yl)acetonitrile